1-(isobutyldithio)-2-methylpropane C(C(C)C)SSCC(C)C